ClC=1N=CC2=C(N1)N(C(C21CC1)=O)[C@H]1[C@](CCC1)(O[Si](CC)(CC)CC)C 2'-chloro-7'-((cis)-2-methyl-2-((triethylsilyl)oxy)cyclopentyl)spiro[cyclopropane-1,5'-pyrrolo[2,3-d]pyrimidin]-6'(7'H)-one